(5-(1H-pyrazol-4-yl)thiophen-3-yl)((1r,3r,5s)-3-hydroxy-3-(pyrimidin-2-yl)-8-azabicyclo[3.2.1]oct-8-yl)methanone N1N=CC(=C1)C1=CC(=CS1)C(=O)N1[C@H]2CC(C[C@@H]1CC2)(C2=NC=CC=N2)O